FC1C(C=O)=CC=CC1(OC)OC 2-fluoro-3,3-dimethoxybenzaldehyde